FC(C(NC(C)(C)CC)=O)(F)C=1C=C(C(=O)NC2=CC(=C(C=C2)F)F)C=CC1F 3-(1,1-difluoro-2-oxo-2-(tert-pentylamino)ethyl)-N-(3,4-difluorophenyl)-4-fluorobenzamide